ClC1=NC=CC(=C1CO)Cl 2,4-Dichloro-3-pyridinemethanol